benzyl N-[(1S,2R)-5,5-difluoro-2-(methanesulfonyloxy)cyclohexyl]carbamate FC1(CC[C@H]([C@H](C1)NC(OCC1=CC=CC=C1)=O)OS(=O)(=O)C)F